CN(C)C1CCC(CC1)N (1s,4s)-N1,N1-dimethylcycloHexane-1,4-diamine